BrC1=CN(C=2N=CN=C(C21)NCC2=C(C=CC(=N2)N2C[C@H](N([C@H](C2)C)C(=O)OC(C)(C)C)C)C2CC2)S(=O)(=O)C2=CC=C(C)C=C2 Tert-butyl (2R,6S)-4-(6-(((5-bromo-7-tosyl-7H-pyrrolo[2,3-d]pyrimidin-4-yl)amino)methyl)-5-cyclopropylpyridin-2-yl)-2,6-dimethylpiperazine-1-carboxylate